FC1=C2CN(CC2=CC=C1C)C(=O)OC(C)(C)C tert-butyl 4-fluoro-5-methylisoindoline-2-carboxylate